3-(4-cyano-3-(cyanomethyl)phenyl)propanoic acid C(#N)C1=C(C=C(C=C1)CCC(=O)O)CC#N